methyl docosa-4,7,10,13,16,19-hexaenoate C(CCC=CCC=CCC=CCC=CCC=CCC=CCC)(=O)OC